COC(=O)C1=CC=C2C(=N1)SC=C2 thieno[2,3-b]pyridine-6-carboxylic acid methyl ester